5-((bis(((S)-1-butoxy-1-oxopropan-2-yl)amino)phosphoryl)methyl)benzo[b]thiophene-2-carboxylic acid C(CCC)OC([C@H](C)NP(=O)(N[C@H](C(OCCCC)=O)C)CC1=CC2=C(SC(=C2)C(=O)O)C=C1)=O